4-((4-(5-chloropentyloxy)phenyl)diazenyl)benzoic acid ClCCCCCOC1=CC=C(C=C1)N=NC1=CC=C(C(=O)O)C=C1